Vinyl caproate C(CCCCC)(=O)OC=C